C(C)(=O)C=1NC=C(N1)[C@H]([C@@H]([C@@H](CO)O)O)O 2-acetyl-4(s)-(1(R),2(S),3(R),4-tetrahydroxybutyl)-imidazole